N-(7-fluoro-4-morpholino-8-(2,4,5-trifluorophenyl)quinolin-3-yl)quinoline-4-carboxamide FC1=CC=C2C(=C(C=NC2=C1C1=C(C=C(C(=C1)F)F)F)NC(=O)C1=CC=NC2=CC=CC=C12)N1CCOCC1